C(C)(C)(C)P(C(C)(C)C)C(C)(C)C Tritert-Butylphosphin